1-benzyl-N-(3-chloro-2-fluoro-phenyl)-6-methyl-4-oxo-pyridazine-3-carboxamide C(C1=CC=CC=C1)N1N=C(C(C=C1C)=O)C(=O)NC1=C(C(=CC=C1)Cl)F